CC1=CN=C(S1)C=1C=C(OC[C@H]2CN(CCO2)C(=O)OC(C)(C)C)C=C(C1)C(NCC=1C=NC(=NC1)C(F)(F)F)=O Tert-butyl (2R)-2-{[3-(5-methyl-1,3-thiazol-2-yl)-5-({[2-(trifluoromethyl) pyrimidin-5-yl]methyl}carbamoyl) phenoxy] methyl}morpholine-4-carboxylate